CC(C)NCC1=CC=CC=C1 N-isopropylbenzylamine